5-fluoro-2-((4-methoxy-3-(4-methylpiperazin-1-yl)phenyl)sulfonyl)-3-methyl-1H-indole FC=1C=C2C(=C(NC2=CC1)S(=O)(=O)C1=CC(=C(C=C1)OC)N1CCN(CC1)C)C